13-chloro-19,21-difluoro-14-methoxy-10,16,16-trioxo-9-oxa-16λ6-thia-17-azatetracyclo[16.3.1.111,15.02,7]tricosa-1(21),2(7),3,5,11,13,15(23),18(22),19-nonaene-5-carbonitrile ClC=1C=C2C(OCC=3C=C(C=CC3C3=C(C=C(C(NS(C(C1OC)=C2)(=O)=O)=C3)F)F)C#N)=O